C(C)(C)(C)OC(C[C@@H]1OC(O[C@@H](C1)C=O)(C)C)=O (4R-cis)-6-formyl-2,2-dimethyl-1,3-dioxane-4-acetic acid tert-butyl ester